FC(CO)(C(C(C(C(F)F)(F)F)(F)F)(F)F)F 2,2,3,3,4,4,5,5,6,6-decafluoro-1-hexanol